CC1=CC(=C(C=C1)S(=O)(=O)N1[C@@H](CCC1)C(=O)OC(C)(C)C)O[C@H]1[C@H](CCC1)CC=O |o1:23,24| tert-butyl ((4-methyl-2-(((1R*,2R*)-2-(2-oxoethyl)cyclopentyl)oxy)phenyl)sulfonyl)-L-prolinate